CN1[C@H](CN(CC1)[C@H]1CNCC1)CO ((R)-1-Methyl-4-((R)-pyrrolidin-3-yl)piperazin-2-yl)methanol